B(O)(O)C1=C(C(=O)O)C=CN=C1 3-BORONOISONICOTINIC ACID